FC=1C=2N(C=C(C1)C1=CNC=3N=C(N=C(C31)OC)NC3CCC(CC3)(O)C)C=CN2 4-((5-(8-fluoroimidazo[1,2-a]pyridin-6-yl)-4-methoxy-7H-pyrrolo[2,3-d]pyrimidin-2-yl)amino)-1-methylcyclohexan-1-ol